ClC[C@@H](CC1=CC(=C(C=C1)C)C)NC(=NO)C=1C(N(N=CC1OC1=CC(=CC=C1)C1CC1)C)=O |r| N-[(2RS)-1-chloro-3-(3,4-dimethylphenyl)propan-2-yl]-5-(3-cyclopropyl-phenoxy)-N'-hydroxy-2-methyl-3-oxo-2,3-dihydropyridazine-4-carboximidamide